(ethylcyclopentadienyl)yttrium (III) C(C)C1(C=CC=C1)[Y+2]